5-chloro-6-methyl-pyrazolo[1,5-a]pyrimidine ClC1=NC=2N(C=C1C)N=CC2